[N-](S(=O)(=O)C(F)(F)F)S(=O)(=O)C(F)(F)F.C(CC)[N+]1=CC=C(C=C1)C 1-propyl-4-methylpyridinium bis(trifluoromethylsulfonyl)imide